tert-butyl (3S,4S)-4-fluoro-3-((5-fluoro-4-(6-(2-hydroxypropan-2-yl)imidazo[1,2-a]pyridin-3-yl)pyrimidin-2-yl)amino)piperidine-1-carboxylate F[C@@H]1[C@H](CN(CC1)C(=O)OC(C)(C)C)NC1=NC=C(C(=N1)C1=CN=C2N1C=C(C=C2)C(C)(C)O)F